(2s,3s,4r,5r)-3,4-dihydroxy-N-methyl-5-(6-((4-methylpyridin-2-yl)methylamino)-2-(5-methylpyridin-3-yl)-9H-purin-9-yl)-tetrahydrofuran-2-carboxamide O[C@@H]1[C@H](O[C@H]([C@@H]1O)N1C2=NC(=NC(=C2N=C1)NCC1=NC=CC(=C1)C)C=1C=NC=C(C1)C)C(=O)NC